propyl 2,4-diaminobenzoate (2,4-diaminophenyl propyl formate) NC1=C(C=CC(=C1)N)CCCC(=O)O.NC1=C(C(=O)OCCC)C=CC(=C1)N